(R)-2-hydroxy-1-(2-methyl-4-(2-(4-(2-(trifluoromethyl)benzoyl)-1H-pyrrol-2-yl)-1H-benzo[d]imidazol-6-yl)piperazin-1-yl)ethanone OCC(=O)N1[C@@H](CN(CC1)C=1C=CC2=C(NC(=N2)C=2NC=C(C2)C(C2=C(C=CC=C2)C(F)(F)F)=O)C1)C